11-(2-(2,6-dioxopiperidin-3-yl)-1,3-dioxoisoindolin-4-yl)undec-10-ynal O=C1NC(CCC1N1C(C2=CC=CC(=C2C1=O)C#CCCCCCCCCC=O)=O)=O